ethyl 2-butenoate C(C=CC)(=O)OCC